[K].BrC=1C(=C(C(=C2C(OC(=O)C12)S(=O)(=O)O)Br)Br)Br tetrabromo-sulfophthalide potassium